N-(1-(4-(2-(6-Amino-2-azaspiro[3.3]heptan-2-yl)propoxy)phenyl)-2-oxo-1,2-dihydropyrimidin-4-yl)-4-(2-amino-2-methylpropanoyl)piperazine-1-carboxamide Hydrochloride Salt Cl.NC1CC2(CN(C2)C(COC2=CC=C(C=C2)N2C(N=C(C=C2)NC(=O)N2CCN(CC2)C(C(C)(C)N)=O)=O)C)C1